N1N=CC(=C1)C=1C=C2C(=NC=NC2=CC1)N1CCC(CC1)N1C(C=CC=C1)=O 1-(1-(6-(1H-pyrazol-4-yl)quinazolin-4-yl)piperidin-4-yl)pyridin-2(1H)-one